N-[3-([[3-(2,2-difluoroethyl)-1-[[2-(trimethylsilyl)ethoxy]methyl]pyrazolo[3,4-b]pyridin-5-yl]oxy]methyl)-2,4-difluorophenyl]-5-fluoro-2-methoxypyridine-3-sulfonamide FC(CC1=NN(C2=NC=C(C=C21)OCC=2C(=C(C=CC2F)NS(=O)(=O)C=2C(=NC=C(C2)F)OC)F)COCC[Si](C)(C)C)F